C(CCCCC)C(COC(CCCCCCCBr)=O)CCCCCCCC.BrCCCCCCCC(=O)OCC(CCCCCCCC)CCCCCC 2-hexyldecyl 8-bromooctanoate 2-Hexyldecyl-8-bromooctanoate